FS(C=1C=C(CNC(=O)[C@@H]2[C@H]3CC[C@@H](C2)C3)C=CC1)(F)(F)(F)F (1S,2S,4R)-N-(3-(pentafluoro-λ6-sulfaneyl)benzyl)bicyclo[2.2.1]heptane-2-carboxamide